tert-butyl ((3S,6S)-6-((S)-1-(4-fluorophenyl)-1,2,3,4-tetrahydroisoquinoline-2-carbonyl)tetrahydro-2H-pyran-3-yl)(2-((tetrahydro-2H-pyran-2-yl)oxy)ethyl)carbamate FC1=CC=C(C=C1)[C@@H]1N(CCC2=CC=CC=C12)C(=O)[C@@H]1CC[C@@H](CO1)N(C(OC(C)(C)C)=O)CCOC1OCCCC1